OCCCOC(C1=CC(C(=O)OCCCO)=CC=C1)=O.[Na].NC1=NN(C(=C1)C=1C=C(C=CC1)C)C(=O)C1=CC(=C(C=C1)OC)OC (3-amino-5-(m-tolyl)-1H-pyrazol-1-yl)(3,4-dimethoxyphenyl)methanone sodium bis(hydroxypropyl)isophthalate